NC=1OC2=CC=C(C=C2C(C1C=O)=O)C(C)(C)C 2-AMINO-6-TERT-BUTYL-3-FORMYLCHROMONE